CN(C(CN1N=C(C=C1C)NC=1N=CC=2CCNCC2C1)=O)C N,N-dimethyl-2-{5-methyl-3-[(5,6,7,8-tetrahydro-2,6-naphthyridin-3-yl)amino]-1H-pyrazol-1-yl}acetamide